C1(CC1)N1C(NC=2C=NC=CC21)=O 1-cyclopropyl-1,3-dihydroimidazo[4,5-C]pyridine-2-one